C1(=CC=CC=C1)C=1C=C2C=CC(=C(C2=CC1)C1=C(C=CC2=CC(=CC=C12)C1=CC=CC=C1)OC1=C(C=C(C=C1)CO)C1=CC2=CC=CC=C2C=C1)OC1=C(C=C(C=C1)CO)C1=CC2=CC=CC=C2C=C1 [(6,6'-diphenyl[1,1'-binaphthalene]-2,2'-diyl)bis{oxy[3-(naphthalen-2-yl)-4,1-phenylene]}]dimethanol